BrC1=NN(C2=C1CNCC2)C2CCOCC2 3-bromo-1-(tetrahydro-2H-pyran-4-yl)-4,5,6,7-tetrahydro-1H-pyrazolo[4,3-c]pyridine